(R)-7-(1-methylcyclopropyl)-5-((1-(6-(trifluoromethyl)pyridin-2-yl)ethyl)amino)pyrazolo[1,5-a]pyrido[3,4-e]pyrimidin-8(7H)-one CC1(CC1)N1C=C2C(=NC=3N(C2=CC1=O)N=CC3)N[C@H](C)C3=NC(=CC=C3)C(F)(F)F